FC1=C(C=CC(=C1)OC1=C2C(=NC=C1)NC=C2)N2C(N(CC2=O)C=2C=NC=C(C2)C(F)(F)F)=O 3-[2-fluoro-4-(1H-pyrrolo[2,3-b]pyridin-4-yloxy)phenyl]-1-[5-(trifluoromethyl)-3-pyridinyl]-2,4-imidazolidinedione